3-(2-((4-(2-(4-chloro-2-fluorophenyl)-2-methylbenzo[d][1,3]dioxol-4-yl)piperidin-1-yl)methyl)-1-(3-methoxybenzyl)-1H-imidazol-5-yl)propanoic acid ethyl ester C(C)OC(CCC1=CN=C(N1CC1=CC(=CC=C1)OC)CN1CCC(CC1)C1=CC=CC=2OC(OC21)(C)C2=C(C=C(C=C2)Cl)F)=O